3-(4-((4-Aminobutyl)(isopropyl)amino)-1-oxo-isoindolin-2-yl)piperidine-2,6-dione hydrochloride Cl.NCCCCN(C1=C2CN(C(C2=CC=C1)=O)C1C(NC(CC1)=O)=O)C(C)C